methyl 7-methoxy-1H-pyrrolo[2,3-c]pyridine-2-carboxylate COC=1N=CC=C2C1NC(=C2)C(=O)OC